(1R,2R)-N,N'-bis(3,5-di-tert-butylsalicylidene)-1,2-cyclohexanediamine C(C)(C)(C)C1=C(C(C=N[C@H]2[C@@H](CCCC2)N=CC=2C(O)=C(C=C(C2)C(C)(C)C)C(C)(C)C)=CC(=C1)C(C)(C)C)O